C(CCCC)OC1=CC=2C3=C(C(=CC=C3C3=CC=C(C=C3C2C=C1OCCCCC)OCCCCC)OCCCCC)OCCCCC 2,3,6,11,12-penta(pentyloxy)triphenylene